N-[(1S)-2-[[(1S)-1-[[(1S)-1-cyano-2-[(3S)-2-oxo-3-piperidyl]ethyl]carbamoyl]-3-methyl-butyl]amino]-1-[(4-fluorophenyl)methyl]-2-oxo-ethyl]-5-methyl-isoxazole-3-carboxamide C(#N)[C@H](C[C@H]1C(NCCC1)=O)NC(=O)[C@H](CC(C)C)NC([C@H](CC1=CC=C(C=C1)F)NC(=O)C1=NOC(=C1)C)=O